dihydrodispiro[[1,3]dioxolane-2,1'-cyclohexane-4',1''-indene] C12(CCC3=CC=CC=C13)CCC1(CC2)OCCO1